palmitic acid-d13 rac-tert-butyl-(RS)-2-(4-chloro-2-fluorophenyl)-4-methyl-3-(pyridin-4-yl)-6,7-dihydropyrazolo[1,5-a]pyrazine-5(4H)-carboxylate C(C)(C)(C)OC(=O)N1[C@@H](C=2N(CC1)N=C(C2C2=CC=NC=C2)C2=C(C=C(C=C2)Cl)F)C.C(C(C(C(C(C(C(C(CCCCCCCC)[2H])([2H])[2H])([2H])[2H])([2H])[2H])([2H])[2H])([2H])[2H])([2H])[2H])(=O)O |r|